C(C)(C)(C)OC(NCCCCCCNCCCCCCNC(=O)OC(C)(C)C)=O.CC=1C=CC2=C(C(C=C(O2)[C@H]2OCCC2)=O)C1 (S)-6-methyl-2-((S)-tetrahydrofuran-2-yl)benzopyran-4-one tert-Butyl-N-[6-([6-[(tert-butoxycarbonyl)amino]hexyl]amino)hexyl]carbamate